C(#N)C1(CC1)C=1C=C(C(=NC1)C(=NO)N)[S@@](=O)CC 5-(1-cyanocyclopropyl)-3-[(S)-ethylsulfinyl]-N'-hydroxy-pyridine-2-carboxamidine